(1S,2R)-2-aminocyclopropane NC1CC1